((R)-(4-chlorophenyl)(cyclopropyl)methyl)-2-methylpropane-2-sulfinamide ClC1=CC=C(C=C1)[C@@H](C1CC1)CC(C)(S(=O)N)C